tert-butyl (3R,4R)-4-hydroxy-3-{[(1-methyl-4-oxo-1,4-dihydroquinolin-3-yl)methyl]amino}piperidine-1-carboxylate O[C@H]1[C@@H](CN(CC1)C(=O)OC(C)(C)C)NCC1=CN(C2=CC=CC=C2C1=O)C